N-[(2,3-dichloro-6-methoxyphenyl)(pyridin-4-yl)methyl]azetidine-3-carboxamide ClC1=C(C(=CC=C1Cl)OC)C(NC(=O)C1CNC1)C1=CC=NC=C1